ClC=1C=CC=2N=CN=C(C2N1)NC1=C(C(=C(C(=C1)F)OC1=CC2=C(N(N=N2)C)C=C1)C)F 6-chloro-N-(2,5-difluoro-3-methyl-4-((1-methyl-1H-benzo[d][1,2,3]triazol-5-yl)oxy)phenyl)pyrido[3,2-d]pyrimidin-4-amine